NC[C@H](CC1=CC(=CC=C1)F)NC(=O)C=1SC(=C(C1)C1=C(C=NN1C)Cl)Cl N-((S)-1-amino-3-(3-fluorophenyl)propan-2-yl)-5-chloro-4-(4-chloro-1-methyl-1H-pyrazol-5-yl)thiophene-2-carboxamide